(S)-1-(3-(4-amino-3-((6-chloro-1-cyclopropyl-1H-benzo[d]imidazol-5-yl)ethynyl)-7-(cyclopropanecarbonyl)-1H-pyrazolo[4,3-c]pyridin-1-yl)pyrrolidin-1-yl)prop-2-en-1-one NC1=NC=C(C2=C1C(=NN2[C@@H]2CN(CC2)C(C=C)=O)C#CC2=CC1=C(N(C=N1)C1CC1)C=C2Cl)C(=O)C2CC2